9,9-bis(4-fluorophenyl)fluorene Aluminum-Silicon-Copper [Cu].[Si].[Al].FC1=CC=C(C=C1)C1(C2=CC=CC=C2C=2C=CC=CC12)C1=CC=C(C=C1)F